C1(CC1)C=1C=C(O[C@@H]2[C@@H](CN(CC2)C2=CC(N(C=3C=CC(=NC23)C#N)C)=O)C)C=CC1 8-((3R,4S)-4-(3-cyclopropylphenoxy)-3-methylpiperidin-1-yl)-5-methyl-6-oxo-5,6-dihydro-1,5-naphthyridine-2-carbonitrile